(R)-1-(4-((4-((2',4'-difluoro-4-methoxy-[1,1'-biphenyl]-3-yl)amino)-7-((tetrahydrofuran-3-yl)oxy)quinazolin-6-yl)oxy)piperidin-1-yl)prop-2-en-1-one FC1=C(C=CC(=C1)F)C1=CC(=C(C=C1)OC)NC1=NC=NC2=CC(=C(C=C12)OC1CCN(CC1)C(C=C)=O)O[C@H]1COCC1